ClC1=C(C(=NC2=C(C(=C(C=C12)CCC#N)C1=C(C(=CC=C1)Cl)Cl)F)C)C(=O)OCC racemic-ethyl 4-chloro-6-(2-cyanoethyl)-7-(2,3-dichlorophenyl)-8-fluoro-2-methylquinoline-3-carboxylate